C(C)S(=O)(=O)C1=NOC(C1)(C)C 3-(ethylsulfonyl)-5,5-dimethyl-4,5-dihydro-1,2-oxazole